(S)-N-(4-(5-(4-(2-oxa-5-azaspiro[3.4]octane-5-carbonyl)cyclohexan-1-yl)-4-amino-7-methyl-7H-pyrrolo[2,3-d]pyrimidin-6-yl)-3-fluorophenyl)methacrylamide 3-mercapto-1-propanesulfonate SCCCS(=O)(=O)O.C1OCC12N(CCC2)C(=O)C2CCC(CC2)C2=C(N(C=1N=CN=C(C12)N)C)C1=C(C=C(C=C1)NC(C(=C)C)=O)F